Ethyl 2-(1-(cyclopropylmethyl)-7-((5-oxopyrrolidin-3-yl)methoxy)-1H-indol-2-yl)-3-methylpyrazolo[1,5-a]pyridine-6-carboxylate Cesium carbonate C([O-])([O-])=O.[Cs+].C1(CC1)CN1C(=CC2=CC=CC(=C12)OCC1CNC(C1)=O)C1=NN2C(C=CC(=C2)C(=O)OCC)=C1C.[Cs+]